N-(3-borono-5-bromobenzoyl)glycine B(O)(O)C=1C=C(C(=O)NCC(=O)O)C=C(C1)Br